C(#N)C=1C(=C(C(=NC1)C(=O)NC=1C=C2C(=NNC2=CC1)C=1OC=CN1)C)C 5-cyano-3,4-dimethyl-N-(3-(oxazol-2-yl)-1H-indazol-5-yl)picolinamide